4-[1-[2-[3-(difluoromethyl)-5-(trifluoromethyl)pyrazol-1-yl]acetyl]-4-piperidyl]-N-tetralin-1-yl-pyridine-2-carboxamide FC(C1=NN(C(=C1)C(F)(F)F)CC(=O)N1CCC(CC1)C1=CC(=NC=C1)C(=O)NC1CCCC2=CC=CC=C12)F